diisobutyl (2-methylcyclohexylmethylene)malonate CC1C(CCCC1)C=C(C(=O)OCC(C)C)C(=O)OCC(C)C